Barium silicat [Si]([O-])([O-])([O-])[O-].[Ba+2].[Ba+2]